5-(2-(3-(benzyloxy)-5-(trifluoromethoxy)phenyl)-1H-pyrrolo[2,3-b]pyridin-4-yl)-1H-indazol-3-amine C(C1=CC=CC=C1)OC=1C=C(C=C(C1)OC(F)(F)F)C1=CC=2C(=NC=CC2C=2C=C3C(=NNC3=CC2)N)N1